3-(benzyloxy)-5-bromo-2-nitropyridine C(C1=CC=CC=C1)OC=1C(=NC=C(C1)Br)[N+](=O)[O-]